zinc 2-ethyl hexanoate C(CCCCC)(=O)OCC.[Zn]